4,8-di-tert-butyl-6-((S)-2-((2r,5r)-2,5-diphenylphospholane-1-yl)-1-phenylethoxy)-2,10-dimethoxydibenzo[d,f][1,3,2]dioxaphosphepin C(C)(C)(C)C1=CC(=CC2=C1OP(OC1=C2C=C(C=C1C(C)(C)C)OC)O[C@H](CP1[C@H](CC[C@@H]1C1=CC=CC=C1)C1=CC=CC=C1)C1=CC=CC=C1)OC